7-bromo-3-butyl-2-fluoro-8-methoxy-5-phenyl-2,3,4,5-tetrahydrobenzo[b][1,4]thiazepine 1,1-dioxide BrC1=CC2=C(S(C(C(CN2C2=CC=CC=C2)CCCC)F)(=O)=O)C=C1OC